1,4-dimethyl-1,3-cyclohexadiene CC1=CC=C(CC1)C